stearoyl-sn-glycero-3-phosphoryl-choline C(CCCCCCCCCCCCCCCCC)(=O)C(OP(OC[C@@H](CO)O)(=O)O)C[N+](C)(C)C